CO[SiH2]CCCC1C(=O)OC(C1)=O 3-(methoxysilyl)propyl-succinic anhydride